N-acetyl-sulfanilamide chloride [Cl-].C(C)(=O)NS(=O)(C1=CC=C(C=C1)N)=O